2-(2-(4-chlorophenyl)-2-oxoethyl)-4H-benzo[d][1,3]oxathiin-4-one ClC1=CC=C(C=C1)C(CC1OC(C2=C(S1)C=CC=C2)=O)=O